4-[(7-methoxy-2,3-dihydro-1,4-benzothiazepin-1(5H)yl)methyl]benzoic acid hemifumarate C(\C=C\C(=O)O)(=O)O.COC=1C=CC2=C(CNCCS2CC2=CC=C(C(=O)O)C=C2)C1.COC=1C=CC2=C(CNCCS2CC2=CC=C(C(=O)O)C=C2)C1